(Z)-11-Hexadecenoic Acid C(CCCCCCCCC\C=C/CCCC)(=O)O